COC(C1=NC=2NCCCC2C=C1CN1C(OCCCC1)=O)OC ((2-(dimethoxymethyl)-5,6,7,8-tetrahydro-1,8-naphthyridin-3-yl)methyl)-1,3-oxazepan-2-one